C(#N)C=1C=C(C=CC1)C=1N=C(SC1C=1C=C2C(=NC=NC2=CC1)C)NC(=O)N1CC2(C1)NCCOC2 N-[4-(3-cyanophenyl)-5-(4-methyl-quinazolin-6-yl)thiazol-2-yl]-8-oxa-2,5-diazaspiro[3.5]nonane-2-carboxamide